N1C=CC2=C1C(NCC2)=O 1H,4H,5H,6H,7H-pyrrolo[2,3-c]pyridin-7-one